9-((2-(2,6-dioxopiperidin-3-yl)-1-oxoisoindolin-4-yl)amino)nonanamide O=C1NC(CCC1N1C(C2=CC=CC(=C2C1)NCCCCCCCCC(=O)N)=O)=O